Ethyl (1s,4s)-4-(5-carbamoyl-2-fluoro-4-methoxyphenoxy)cyclohexane-1-carboxylate C(N)(=O)C=1C(=CC(=C(OC2CCC(CC2)C(=O)OCC)C1)F)OC